CC1=C(C=CC(=C1)C1(C(C(=C(C2=CC=CC=C12)N)\N=N\[H])N)S(=O)(=O)O)C1=C(C=C(C=C1)C1(C(C(=C(C2=CC=CC=C12)N)\N=N\[H])N)S(=O)(=O)O)C 1,1'-(2,2'-dimethyl[1,1'-biphenyl]-4,4'-diyl)bis{2,4-diamino-3-[(E)-diazenyl]naphthalene-1-sulfonic acid}